2-(3-nitrobenzoyl)-6-[2-(N-methylpiperazinyl)acetamido]-4(3H)-quinazolinone [N+](=O)([O-])C=1C=C(C(=O)C2=NC3=CC=C(C=C3C(N2)=O)NC(CC2N(CCNC2)C)=O)C=CC1